tert-butyl (tert-butoxycarbonyl)(2-(2-((tert-butyldiphenylsilyl)oxy)ethyl)pyrimidin-5-yl)carbamate C(C)(C)(C)OC(=O)N(C(OC(C)(C)C)=O)C=1C=NC(=NC1)CCO[Si](C1=CC=CC=C1)(C1=CC=CC=C1)C(C)(C)C